ClC=1C=C(C=CC1)[C@H]1C[C@H](C1)NC(=O)C=1C=NN(C1)CC1=CC(=C(C=C1)CN1C([C@H]2C[C@H]2C1)=O)C(F)F N-((cis)-3-(3-Chlorophenyl)cyclobutyl)-1-(3-(difluoromethyl)-4-(((1S,5R)-2-oxo-3-azabicyclo[3.1.0]hexan-3-yl)methyl)benzyl)-1H-pyrazole-4-carboxamide